CNC=1C=C2C=CC(=CC2=CC1)C#N 6-(methylamino)-2-naphthalonitrile